2-(2-chlorophenyl)-N-{3-sulfamoyl-4-[4-(2,2,2-trifluoroethyl)-1H-pyrazol-1-yl]phenyl}acetamide ClC1=C(C=CC=C1)CC(=O)NC1=CC(=C(C=C1)N1N=CC(=C1)CC(F)(F)F)S(N)(=O)=O